titanium zirconium-niobium [Nb].[Zr].[Ti]